[N+](=O)([O-])C1=CC=C(C[C@H](N)C(=O)O)C=C1 PARA-NITRO-L-PHENYLALANIN